FC(=CC1=CC=C(C=C1)O)F 4-(2,2-difluorovinyl)phenol